9,9-dimethyl-7-(4,4,5,5-tetramethyl-1,3,2-dioxaborolan-2-yl)-9H-fluorene-4-carbonitrile CC1(C2=CC(=CC=C2C=2C(=CC=CC12)C#N)B1OC(C(O1)(C)C)(C)C)C